4-fluoro-2-methyl-6-(4,4,5,5-tetramethyl-1,3,2-dioxaborolan-2-yl)-2H-benzo[d][1,2,3]triazole FC1=CC(=CC2=NN(N=C21)C)B2OC(C(O2)(C)C)(C)C